The molecule is a dicarboxylic acid monoester that is methyl succinate substituted at position 2 by a phenyl group. It is a dicarboxylic acid monoester and a methyl ester. It derives from a succinic acid. It is a conjugate acid of a 4-methoxy-4-oxo-3-phenylbutanoate. COC(=O)C(CC(=O)O)C1=CC=CC=C1